methyl 4-(N-cyclopropyl-S-methyl-sulfonimidoyl)benzoate C1(CC1)N=S(=O)(C)C1=CC=C(C(=O)OC)C=C1